FC([C@@](C(=O)N1CC2(CC2)[C@@H]([C@@H]1CC=1C(=C(C=CC1)C1=CC(=CC(=C1)F)F)F)NS(=O)(=O)CF)(C)O)F N-((6S,7S)-5-((S)-3,3-difluoro-2-hydroxy-2-methylpropanoyl)-6-((2,3',5'-trifluoro-[1,1'-biphenyl]-3-yl)methyl)-5-azaspiro[2.4]heptan-7-yl)-1-fluoromethanesulfonamide